methyl(phenylimino)(4-(5-(trifluoromethyl)-1,2,4-oxadiazol-3-yl)phenyl)-λ6-sulfanone CS(=O)(C1=CC=C(C=C1)C1=NOC(=N1)C(F)(F)F)=NC1=CC=CC=C1